3-(3-amino-5-chloro-2-fluorophenoxy)-2-methyl-6-nitrobenzoic acid tert-butyl ester C(C)(C)(C)OC(C1=C(C(=CC=C1[N+](=O)[O-])OC1=C(C(=CC(=C1)Cl)N)F)C)=O